N1=CC=C(C=C1)OCCC(=O)O 3-(4-pyridyloxy)propionic acid